(3R,4S,6S)-4-amino-6-methyltetrahydro-2H-pyran-3-ol N[C@@H]1[C@H](CO[C@H](C1)C)O